FC1=C(CCN2[C@@H]([C@H]([C@@H]([C@H](C2)O)O)O)C)C=CC=C1F (2R,3R,4R,5S)-1-(2,3-difluorophenethyl)-2-methylpiperidine-3,4,5-triol